C1=CC=CC=2C3=CC=CC=C3C(C12)N([C@](C(=O)O)(CC1=CC=CC=C1)C)C(=O)OC (2S)-2-(9H-fluoren-9-yl-methoxycarbonyl-amino)-2-methyl-3-phenyl-propanoic acid